ClC(CS(=O)(=O)C)C 2-chloro-1-(methylsulfonyl)propane